(S)-3-(4-bromophenyl)cyclopentanone oxime BrC1=CC=C(C=C1)[C@@H]1CC(CC1)=NO